1-(4-benzyloxyphenyl)-2-cyclohexylaminopropan-1-one C(C1=CC=CC=C1)OC1=CC=C(C=C1)C(C(C)NC1CCCCC1)=O